NC1CN(CCC1)C1=C2C(=NC=C1NC(=O)C1=NC(=C(C=C1)F)C1=C(C=C(C=C1F)SC)F)C(CC2)O N-{4-[3-aminopiperidin-1-yl]-7-hydroxy-6,7-dihydro-5H-cyclopenta[b]pyridin-3-yl}-6-[2,6-difluoro-4-(methylthio)phenyl]-5-fluoropyridine-2-carboxamide